ClC1=C(C#N)C=CC(=C1)C=1C2=C(N=C(N1)N1[C@H](CC1)C)CCC2 (S)-2-chloro-4-(2-(2-methylazetidin-1-yl)-6,7-dihydro-5H-cyclopenta[d]pyrimidin-4-yl)benzonitrile